(tri-tert-butyl)phosphine benzyl-6-(3-fluoro-4-oxo-5H-thieno[2,3-d]pyridazin-7-yl)-3,4-dihydro-1H-isoquinoline-2-carboxylate C(C1=CC=CC=C1)OC(=O)N1CC2=CC=C(C=C2CC1)C1=NNC(C2=C1SC=C2F)=O.C(C)(C)(C)P(C(C)(C)C)C(C)(C)C